ClC=1C=C2C(=C(NC2=CC1)C(=O)O)CC(N1CCN(CC1)C1=CC=C(C=C1)C)=O 5-chloro-3-(2-oxo-2-(4-(p-tolyl)piperazin-1-yl)ethyl)-1H-indole-2-carboxylic acid